BrC=1C=C2CCC3(OCCO3)CC2=C(C1)F 6-Bromo-8-fluoro-3,4-dihydro-1H-spiro[naphthalene-2,2'-[1,3]dioxolane]